C(\C=C\C(=O)O)(=O)O.NC1=NC(=C2N=CN(C2=N1)CCOC[P@@](=O)(OCC1=CC=CC=C1)N[C@@H](C)C(=O)OCC)OC.C(C)OC([C@@H](N[P@@](=O)(COCCN1C2=NC(=NC(=C2N=C1)OC)N)OCC1=CC=CC=C1)C)=O ethyl ((R)-((2-(2-amino-6-methoxy-9H-purin-9-yl)ethoxy)methyl)(benzyloxy)phosphoryl)-L-alaninate hemifumarate